CN1N=C2C(=CC(=CC2=C1)C1=NC(=NC=C1F)Cl)C(F)(F)F 2-methyl-5-(2-chloro-5-fluoropyrimidin-4-yl)-7-trifluoromethyl-2H-indazole